methyl-4,5,6,7-tetrahydro-1H-indole CN1C=CC=2CCCCC12